(S)-1-(4,6-bis(trifluoromethyl)pyridin-2-yl)-N-(4-fluorophenyl)-N-(oxetan-3-yl)pyrrolidine-2-carboxamide FC(C1=CC(=NC(=C1)C(F)(F)F)N1[C@@H](CCC1)C(=O)N(C1COC1)C1=CC=C(C=C1)F)(F)F